N-(2-(4-(3-(3,4-dimethoxyphenyl)-1,2,4-oxadiazol-5-yl)piperidin-1-yl)-2-oxoethyl)-N-methylbenzamide COC=1C=C(C=CC1OC)C1=NOC(=N1)C1CCN(CC1)C(CN(C(C1=CC=CC=C1)=O)C)=O